2-((4-(7-((1-(2-acetamidoethyl)-2-oxo-2,3-dihydro-1H-benzo[d]imidazol-5-yl)methyl)-2,7-diazaspiro[4.4]nonan-2-yl)pyrimidin-5-yl)oxy)-5-fluoro-N-isopropyl-N-methylbenzamide C(C)(=O)NCCN1C(NC2=C1C=CC(=C2)CN2CC1(CCN(C1)C1=NC=NC=C1OC1=C(C(=O)N(C)C(C)C)C=C(C=C1)F)CC2)=O